NC=1C=CC(=C(C(=O)OC)C1)C=1C=NC(=CC1)C(C)(F)F Methyl 5-amino-2-[6-(1,1-difluoroethyl)pyridin-3-yl]benzoate